CC1=NOC(=C1CC1=CC(=NC=C1)C(=O)N[C@@H]1C(N(C2=C(OC1)C=CC(=C2)C#CC2(COC2)O)C)=O)C (S)-4-((3,5-dimethylisoxazol-4-yl)methyl)-N-(7-((3-hydroxyoxetan-3-yl)ethynyl)-5-methyl-4-oxo-2,3,4,5-tetrahydrobenzo[b][1,4]oxazepin-3-yl)pyridineamide